BrC=1C=C(C(=NC1)OC1CC(C1)N(C)C)[N+](=O)[O-] 3-((5-Bromo-3-nitropyridin-2-yl)oxy)-N,N-dimethylcyclobutan-1-amine